C(C)(C)(C)OC(=O)NC=1C=2N(C3=C(N1)C=NC(=C3)C(=O)O)C(=NC2)C 4-((tert-butoxycarbonyl)amino)-1-methylimidazo[1,5-a]pyrido[3,4-e]pyrazine-8-carboxylic acid